N-(2-methoxyethyl)-3-(3-thienyl)imidazo[1,2-b]pyridazin-6-amine COCCNC=1C=CC=2N(N1)C(=CN2)C2=CSC=C2